N4-(4-fluorophenyl)-N1-(3-morpholinopropyl)-2-(trifluoromethyl)benzene-1,4-diamine FC1=CC=C(C=C1)NC1=CC(=C(C=C1)NCCCN1CCOCC1)C(F)(F)F